ClC=1C(=NN(C1)C)C(=O)N1CCN(CC1)CC(=O)C1=CC=C(C=C1)F 2-[4-(4-Chloro-1-methyl-1H-pyrazole-3-carbonyl)-piperazin-1-yl]-1-(4-fluoro-phenyl)-ethanone